5-amino-N-{2-[3-amino-4-(1,1-difluoro-2-methoxyethyl)pyrrolidin-1-yl]-5,6,7,8-tetrahydroquinolin-6-yl}-2,4-dimethylthieno[2,3-d]pyrimidine-6-carboxamide NC1=C(SC=2N=C(N=C(C21)C)C)C(=O)NC2CC=1C=CC(=NC1CC2)N2CC(C(C2)C(COC)(F)F)N